4-((1'-methyl-3'-oxo-2',3'-dihydro-1'H-spiro[cyclohexane-1,4'-pyrimido[5',4':4,5]pyrrolo[2,1-c][1,2,4]triazin]-7'-yl)amino)benzenesulfonamide CN1NC(C2(N3C1=CC1=C3N=C(N=C1)NC1=CC=C(C=C1)S(=O)(=O)N)CCCCC2)=O